NC=1SC(C(N1)=O)=CC1=CC=C(C=C1)O 2-Amino-5-[(4-hydroxyphenyl)methylene]-4(5H)-thiazolone